CC1=NC(=NO1)C=1C=C(C=CC1)S(=O)(=O)N1CCN(CC1)C[C@H](C)NC1=NC=NC2=C(C=CC=C12)C(F)(F)F N-[(2S)-1-{4-[3-(5-methyl-1,2,4-oxadiazol-3-yl)benzenesulfonyl]piperazin-1-yl}propan-2-yl]-8-(trifluoromethyl)quinazolin-4-amine